6,7-difluoro-2-(o-tolyl)-4-(3,3,3-trifluoroprop-1-en-2-yl)phthalazin-1(2H)-one FC=1C=C2C(=NN(C(C2=CC1F)=O)C1=C(C=CC=C1)C)C(=C)C(F)(F)F